2-(4,6-diphenyl-1,3,5-triazine-2-yl)-5-(methoxyl)phenol C1(=CC=CC=C1)C1=NC(=NC(=N1)C1=CC=CC=C1)C1=C(C=C(C=C1)OC)O